FC(C1=NN=C(O1)C1=CC=C(CN2N=NC(=C2)C=2C=C(C=CC2)NC(C(C)(C)C)=O)C=C1)F N-(3-(1-(4-(5-(difluoromethyl)-1,3,4-oxadiazol-2-yl)benzyl)-1H-1,2,3-triazol-4-yl)phenyl)trimethylacetamide